N-(5-(4-(5-chloro-4-fluoro-2-((S)-2-hydroxybutan-2-yl)phenylamino)-1,3,5-triazin-2-ylamino)-2-((R)-3-(dimethylamino)pyrrolidin-1-yl)-4-methoxyphenyl)acrylamide ClC=1C(=CC(=C(C1)NC1=NC(=NC=N1)NC=1C(=CC(=C(C1)NC(C=C)=O)N1C[C@@H](CC1)N(C)C)OC)[C@](C)(CC)O)F